C[C@H]1[C@@H]2CCC=3[C@@H]4CC[C@H]([C@@H](CCC=C(C)C)C)[C@]4(CCC3[C@]2(CCC1=O)C)C 4a-Methyl-5a-cholesta-8,24-dien-3-one